CC1(C2=C(CN(CC1)C1=CC(=C(C(=C1)C)C(C(=O)N)C(C)(C)C)C)C=CC=C2)C (4-(5,5-dimethyl-1,3,4,5-tetrahydro-2H-benzo[c]azepin-2-yl)-2,6-dimethylphenyl)-3,3-dimethylbutyramide